(R)-1-(3-(isopropylamino)piperidin-1-yl)ethan-1-one C(C)(C)N[C@H]1CN(CCC1)C(C)=O